C(C)OC(C(=CN(C)C)C)=O N,N-dimethylaminomethacrylic acid ethyl ester